Rel-2-methoxy-5-[[2-[(2R,5S)-5-methyl-2-(2-oxo-1H-Quinolin-6-yl)-1-piperidyl]-2-oxo-acetyl]amino]pyridine-3-carboxamide COC1=NC=C(C=C1C(=O)N)NC(C(=O)N1[C@H](CC[C@@H](C1)C)C=1C=C2C=CC(NC2=CC1)=O)=O |o1:16,19|